Methyl 8-(4-(2,2-difluoroethyl)piperazin-2-yl)-3,4-dihydro-2H-1,4-benzoxazine-5-carboxylate FC(CN1CC(NCC1)C=1C=CC(=C2NCCOC21)C(=O)OC)F